2-bromo-7,7-dimethyl-9-phenyl-7H-benzo[c]fluoren-5-ol BrC1=CC2=C(C(=CC=3C(C=4C=C(C=CC4C23)C2=CC=CC=C2)(C)C)O)C=C1